2-(1H-pyrrolo[2,3-b]pyridin-3-yl)morpholine N1C=C(C=2C1=NC=CC2)C2CNCCO2